6H-thieno[2,3-e]indazole hydrochloride Cl.S1C=CC=2C1=C1C=NNC1=CC2